5-(tetrahydrofuran-2-yl)-pentanoic acid ethyl ester C(C)OC(CCCCC1OCCC1)=O